chlorocrotonic acid C/C=C(/C(=O)O)\Cl